CC(=O)N[C@@H]1[C@H]([C@@H]([C@H](O[C@H]1O[C@H]2[C@H](O[C@H]([C@@H]([C@H]2O)O)O[C@@H]3[C@H](OC([C@@H]([C@H]3O)NC(=O)C)O)CO)CO)CO)O)O The molecule is an amino trisaccharide consisting of 2-acetamido-2-deoxy-beta-D-glucopyranose, beta-D-galactopyranose and 2-acetamido-2-deoxy-D-glucopyranose residues joine in sequence by (1->4) glycosidic bonds. It is an amino trisaccharide and a member of acetamides. It derives from a beta-D-Galp-(1->4)-D-GlcpNAc and a beta-D-GlcpNAc-(1->4)-beta-D-Galp.